ClC=1C=C(C=CC1C#N)CN(C(C)=O)C N-[(3-chloro-4-cyanophenyl)-methyl]-N-methylacetamid